2,6-dimethylbenzothiazole CC=1SC2=C(N1)C=CC(=C2)C